ClC1=C(C=CC(=C1)Cl)C=1OC(=C(N1)CCC1=NOC2=C1C=C(C(=C2)OCCO)C)C(C)C 2-((3-(2-(2-(2,4-dichlorophenyl)-5-isopropyloxazol-4-yl)ethyl)-5-methylbenzo[d]isoxazol-6-yl)oxy)ethan-1-ol